FC=1C(=NC(=NC1)C1=CN(C2=NC=CC=C21)S(=O)(=O)C2=CC=C(C)C=C2)NN(CC(=O)OCC)CC(C)(C)C ethyl N-((5-fluoro-2-(1-tosyl-1H-pyrrolo[2,3-b]pyridin-3-yl) pyrimidin-4-yl) amino)-N-neopentylglycinate